C1(=CCCCC1)N1C(=NC=2NC(=NC2C1=O)C1=CC=CC2=C1N(C=N2)C)NC2=NC=CC=C2 (cyclohex-1-en-1-yl)-8-(1-methyl-1H-benzo[d]imidazol-7-yl)-2-(pyridin-2-ylamino)-1,9-dihydro-6H-purin-6-one